C(C#C)N1C(CCC1)=O 1-(prop-2-yn-1-yl)pyrrolidin-2-one